COC1=CC=C(C=N1)CN1C(N(C2=CC=C(C=C2C1=O)C1=CC=NC=C1)C1CCOCC1)=O 3-[(6-methoxypyridin-3-yl)methyl]-6-pyridin-4-yl-1-(tetrahydro-2H-pyran-4-yl)-quinazoline-2,4(1H,3H)-dione